CC1(C2C=CC(C1)C2)C 5,5-dimethyl-2-norbornene